CC=1C=CC=C2C=CC=C(C12)N1CC=2N=C(N=C(C2CC1)N1C[C@@H](NCC1)CC#N)OC[C@H]1CN(CC1)C 2-[(2S)-4-[7-(8-methyl-1-naphthyl)-2-[[(3R)-1-methyl-pyrrolidin-3-yl]methoxy]-6,8-dihydro-5H-pyrido[3,4-d]pyrimidin-4-yl]piperazin-2-yl]acetonitrile